5-((2-(2,6-dioxopiperidin-3-yl)-1,3-dioxoisoindolin-5-yl)oxy)valeraldehyde O=C1NC(CCC1N1C(C2=CC=C(C=C2C1=O)OCCCCC=O)=O)=O